4-isobutyl-3-methyl-1-(2-methyl-4-(6-(1-methyl-1H-pyrazol-4-yl)pyrrolo[2,1-f][1,2,4]triazin-4-yl)benzyl)piperazin-2-one C(C(C)C)N1C(C(N(CC1)CC1=C(C=C(C=C1)C1=NC=NN2C1=CC(=C2)C=2C=NN(C2)C)C)=O)C